BrC1=C(C=C(OC2CCC(CC2)/C=C/C(=O)OCC)C=C1)C(F)(F)F ethyl (E)-3-((1r,4r)-4-(4-bromo-3-(trifluoromethyl)phenoxy)cyclohexyl)acrylate